Methyl 3-{methoxymethyl}-1-(4-((2-oxopyridin-1(2H)-yl)methyl)benzyl)-1H-pyrazole-4-carboxylate COCC1=NN(C=C1C(=O)OC)CC1=CC=C(C=C1)CN1C(C=CC=C1)=O